N-(4-cyanobenzyl)-6-((1-((4-hydroxy-2-methylpentan-2-yl)sulfonyl)cyclopropyl)methyl)-1-methyl-7-oxo-4,5,6,7-tetrahydro-1H-pyrazolo[3,4-c]pyridine-3-carboxamide C(#N)C1=CC=C(CNC(=O)C2=NN(C=3C(N(CCC32)CC3(CC3)S(=O)(=O)C(C)(CC(C)O)C)=O)C)C=C1